BrC1=CC(=C(C=2C=COC21)OC(C)C)COC2=C(C=CC=C2)CC(=O)OCC ethyl 2-(2-((7-bromo-4-isopropoxybenzofuran-5-yl)methoxy)phenyl)acetate